Benzyl 2-acetamido-2,4-dideoxy-4-fluoro-3,6-di-O-methyl-α-D-glucopyranoside C(C)(=O)N[C@H]1[C@@H](OCC2=CC=CC=C2)O[C@@H]([C@H]([C@@H]1OC)F)COC